C1(CC1)C(=O)C1=CC(=CC=C1)O cyclopropyl-(3-hydroxyphenyl)methanone